C(#N)C1=CC=C(C=C1)C1=CC(=CC=C1)NC(=O)NCC1=CC(=CC=C1)F 1-(4'-cyano-[1,1'-biphenyl]-3-yl)-3-(3-fluorobenzyl)urea